C(C1=CN=CC=C1)=O nicotinaldehyde